COC=1C=C2CCNC(C2=CC1)([2H])[2H] 6-methoxy-1,2,3,4-tetrahydroisoquinoline-1,1-d